FC=1C(=CC(=NC1)C)NC=1C=NC=2CC(N(C(C2C1)([2H])[2H])C1=C(C=C(N=N1)C#N)C)([2H])[2H] 6-(3-((5-fluoro-2-methylpyridin-4-yl)amino)-7,8-dihydro-1,6-naphthyridin-6(5H)-yl-5,5,7,7-d4)-5-methylpyridazine-3-carbonitrile